aminonaphthalene-1-sulfonic acid sodium salt [Na+].NC1=C(C2=CC=CC=C2C=C1)S(=O)(=O)[O-]